C(C1=CC=CC=C1)C(C(=O)NC=1C=CC=C2C=CC=NC12)C=C 2-benzyl-N-(quinolin-8-yl)but-3-enamide